bromoethyl-methyl-quinoline BrCCC=1C(=NC2=CC=CC=C2C1)C